9-(4-methoxybicyclo[2.2.2]octan-1-yl)-7-methyl-2-((6-methylbenzo[d][1,3]dioxol-5-yl)amino)-7,9-dihydro-8H-purin-8-one COC12CCC(CC1)(CC2)N2C1=NC(=NC=C1N(C2=O)C)NC2=CC1=C(OCO1)C=C2C